(S)-(4-(7-fluorobenzo[d]oxazol-2-yl)-6,7-dihydro-1H-imidazo[4,5-c]pyridin-5(4H)-yl)(2-(2-hydroxypropan-2-yl)oxazol-5-yl)methanone FC1=CC=CC=2N=C(OC21)[C@H]2N(CCC1=C2N=CN1)C(=O)C1=CN=C(O1)C(C)(C)O